BrC1=CC(N(C=C1C1=CC(=CC=C1)COC(F)(F)F)C)=O 4-bromo-1-methyl-5-(3-((trifluoromethoxy)methyl)phenyl)pyridin-2(1H)-one